CN1N=CC(=C1CN1CCCCC1)C=1C=C2C=C(N=CC2=CC1)NC(=O)[C@@H]1CC[C@H](CC1)N1CCOCC1 trans-N-(6-(1-methyl-5-(piperidin-1-ylmethyl)-1H-pyrazol-4-yl)isoquinolin-3-yl)-4-morpholinocyclohexane-1-carboxamide